COCC(C#C)CC(=O)N (1-methoxybut-3-yn-2-yl)acetamide